CC(C)=CCC\C(=C\C=C\C(=C\C=C\C(=C\C=C\C=C(\C=C\C=C(\C=C\C=C(\CCC=C(C)C)/C)/C)/C)\C)\C)\C (6E,8E,10E,12E,14E,16E,18E,20E,22E,24E,26E)-2,6,10,14,19,23,27,31-octamethyldotriaconta-2,6,8,10,12,14,16,18,20,22,24,26,30-tridecaene